C(CCC)C1(CS(C2=C(N(C1)C1=CC=CC=C1)C=C(C(=C2)CO)OC)(=O)=O)C 3-butyl-8-(hydroxymethyl)-7-methoxy-3-methyl-5-phenyl-2,3,4,5-tetrahydro-1,5-benzothiazepine 1,1-dioxide